C1(CC1)C=1SC(=CN1)C1=NC2=CC=C(C=C2C(=C1)OCC)C1OCC1C(=O)N (2-(2-cyclopropylthiazol-5-yl)-4-ethoxyquinolin-6-yl)oxetane-3-carboxamide